C(CC[C@@H](C)[C@H]1CC=C2[C@@H]3CC[C@@H]4CCCC[C@]4(C)[C@H]3CC[C@]12C)(=O)O 5β-chol-14-enoic acid